C(CCCCN(C([O-])=O)C1=C(C=CC=C1)CCCCC)N(C([O-])=O)C1=C(C=CC=C1)CCCCC Pentanediyl-bis(pentylphenyl carbamate)